FC(C(=O)NC(C(=O)O)CCN(CCCCC1=NC=2NCCCC2C=C1)CCOC)(C1=CC=CC=C1)F 2-[(2,2-difluoro-2-phenyl-acetyl)amino]-4-[2-methoxyethyl-[4-(5,6,7,8-tetrahydro-1,8-naphthyridin-2-yl)butyl]amino]butanoic acid